tert-butyl (6-methyl-5-((2-(methylsulfonyl) ethyl)amino)pyridin-2-yl)carbamate CC1=C(C=CC(=N1)NC(OC(C)(C)C)=O)NCCS(=O)(=O)C